(S)-7-(1-propenoylpiperidin-4-yl)-2-(4-phenoxyphenyl)-4,5,6,7-tetrahydropyrazolo-[1,5-a]pyrimidine-3-carboxamide C(C=C)(=O)N1CCC(CC1)[C@@H]1CCNC=2N1N=C(C2C(=O)N)C2=CC=C(C=C2)OC2=CC=CC=C2